C(SC#N)SC#N The molecule is a member of the class of thiocyanates that is methane in which two of the hycrogens have been replaced by thiocyanato groups. Used as a biocide for the control of various pathogens and algae in industrial water systems and as a fungicide for the control of surface moulds and sapstain fungi on wood. It has a role as a fungicide and an antibacterial agent.